1-methoxy-4-[[(1R)-1-methyl-3-trityloxy-propoxy]methyl]benzene COC1=CC=C(C=C1)CO[C@@H](CCOC(C1=CC=CC=C1)(C1=CC=CC=C1)C1=CC=CC=C1)C